3-(1-piperazinyl)-1,2-benzisothiazole hydrochloride Cl.N1(CCNCC1)C1=NSC2=C1C=CC=C2